8-(3-methoxy-2,6-dimethylphenyl)-6-(methylamino)-3-((2-(trimethylsilyl)ethoxy)methyl)pyrido[3,4-d]pyrimidin-4(3H)-one COC=1C(=C(C(=CC1)C)C1=NC(=CC2=C1N=CN(C2=O)COCC[Si](C)(C)C)NC)C